5-(5-(azetidin-1-yl)-1-(oxetan-3-yl)-1H-benzo[d]imidazol-2-yl)-3-methoxybenzene-1,2-diol N1(CCC1)C1=CC2=C(N(C(=N2)C2=CC(=C(C(=C2)O)O)OC)C2COC2)C=C1